2-allyl-1-(6-(2-hydroxy-prop-2-yl)pyridin-2-yl)-6-(methylsulfinyl)-1H-pyrazolo[3,4-d]pyrimidin-3(2H)-one C(C=C)N1N(C2=NC(=NC=C2C1=O)S(=O)C)C1=NC(=CC=C1)C(C)(C)O